{1-[2,6-difluoro-4-(5-formyl-thiophen-2-yl)-phenyl]-piperidin-4-yl}-acetic acid ethyl ester C(C)OC(CC1CCN(CC1)C1=C(C=C(C=C1F)C=1SC(=CC1)C=O)F)=O